FC1=C(C=CC=C1)C=1N(C=CC1CC(=O)N)S(=O)(=O)C=1C=NC=CC1 (2-fluorophenyl)-1-(3-pyridylsulfonyl)-1H-pyrrole-3-acetamide